CN(C=1C=NC=C(C1)N)C N3,N3-dimethylpyridine-3,5-diamine